silver(I)-oxid [O-2].[Ag+].[Ag+]